C(C)(C)(C)NS(=O)(=O)C1=C(C=CC(=C1)NC(=O)OC(C)C)C1=CN=C(S1)[C@H]1CC[C@@H](CO1)NC(OC(C)C)=O trans-isopropyl N-[6-[5-[2-(tert-butylsulfamoyl)-4-(isopropoxycarbonylamino)phenyl]thiazol-2-yl]tetrahydropyran-3-yl]carbamate